5-bromo-6-chloro-3-indolyl-toluamide phosphate P(=O)(O)(O)O.BrC1=CC(=C(C(=C1Cl)C)C(=O)N)C=1NC2=CC=CC=C2C1